2-(4-aminocyclohexyl)-9-isopropyl-N-((2-(4-methoxypiperidin-1-yl)pyridin-3-yl)methyl)-9H-purin-6-amine NC1CCC(CC1)C1=NC(=C2N=CN(C2=N1)C(C)C)NCC=1C(=NC=CC1)N1CCC(CC1)OC